tert-Butyl (2-((5-bromo-3-(methylsulfonamido)pyridin-2-yl)oxy)ethyl)(isopropyl)carbamate BrC=1C=C(C(=NC1)OCCN(C(OC(C)(C)C)=O)C(C)C)NS(=O)(=O)C